C(C)OC(=O)C1=C(OCC1C1=CC(=CC=C1)Br)C.N1N=CC2=C(C=CC=C12)C=1N=C(C2=C(N1)C=C(S2)/C=C/C(=O)NCCN(C)C)N2CCOCC2 (E)-3-(2-(4-indazolyl)-4-morpholino-6-thieno[3,2-d]pyrimidinyl)-N-(2-dimethylaminoethyl)acrylamide Ethyl-4-(3-bromophenyl)-2-methyl-4,5-dihydrofuran-3-carboxylate